1-(2,6-bis(benzyloxy)pyridin-3-yl)-5-(4-(dimethoxymethyl)piperidin-1-yl)-3-methyl-1,3-dihydro-2H-benzo[d]imidazol-2-one C(C1=CC=CC=C1)OC1=NC(=CC=C1N1C(N(C2=C1C=CC(=C2)N2CCC(CC2)C(OC)OC)C)=O)OCC2=CC=CC=C2